4-methyl-3-nitro-5-(4,4,5,5-tetramethyl-1,3,2-dioxaborolan-2-yl)pyridine CC1=C(C=NC=C1B1OC(C(O1)(C)C)(C)C)[N+](=O)[O-]